amino-5-bromopyridine-2-carboxamide NC=1C(=NC=C(C1)Br)C(=O)N